C1=CC=CC=2C3=CC=CC=C3C(C12)COC(=O)N1CC2=CC(=CC=C2C[C@H]1C(=O)O)NC(C1=CC=CC=C1)(C1=CC=CC=C1)C1=CC=CC=C1 (S)-2-(((9H-fluoren-9-yl)methoxy)carbonyl)-7-(tritylamino)-1,2,3,4-tetrahydroisoquinoline-3-carboxylic acid